5-(8-((1S,2S)-2-(3-(trifluoromethyl)imidazo[1,5-a]pyridin-7-yl)cyclopropyl)imidazo[1,2-b]pyridazin-6-yl)pyrimidine-2,4(1H,3H)-dione FC(C1=NC=C2N1C=CC(=C2)[C@@H]2[C@H](C2)C=2C=1N(N=C(C2)C=2C(NC(NC2)=O)=O)C=CN1)(F)F